C1CC12CCN(CC2)C2=C(C(=O)Cl)C=CC(=C2)I 2-{6-azaspiro[2.5]oct-6-yl}-4-iodobenzoyl chloride